C1(CCCCC1)NCCCCCCCSC1=C2C(N(C(C2=C(C=C1)F)=O)C1C(NC(CC1)=O)=O)=O 4-((7-(cyclohexylamino)heptyl)thio)-2-(2,6-dioxopiperidin-3-yl)-7-fluoroisoindoline-1,3-dione